(4-(1H-pyrazol-1-yl)piperidin-1-yl)(6-(benzo[d]thiazol-2-ylmethoxy)-4-(3,3-difluoro-piperidine-1-carbonyl)quinolin-2-yl)methanone N1(N=CC=C1)C1CCN(CC1)C(=O)C1=NC2=CC=C(C=C2C(=C1)C(=O)N1CC(CCC1)(F)F)OCC=1SC2=C(N1)C=CC=C2